O=S1(CC2C(=NNC2C2=CC=CC=C2)C2=C1C=CC=C2)=O 5,5-dioxo-3-phenyl-2,3,3a,4-tetrahydro[1]benzothiopyrano[4,3-c]pyrazole